FC1=C(C(=CC(=C1)C(NC)=O)F)C=1N=C2N(C=CC(=C2)C)C1 2-(2,6-difluoro-4-(methylcarbamoyl)phenyl)-7-methylimidazo[1,2-a]pyridine